N-hydroxy-2,3-pyridinedicarboximide C1=CC2=C(C(=O)N(C2=O)O)N=C1